4-(3-chlorobenzyl)-1-(3-chlorophenyl)-5-hydroxyhept-1-en-3-one ClC=1C=C(CC(C(C=CC2=CC(=CC=C2)Cl)=O)C(CC)O)C=CC1